FC(C(=O)O)(F)F.FC(C(=O)O)(F)F.C(C1=CN=CC=C1)(=O)N nicotinamide ditrifluoroacetate salt